1-butyl-1-(2-(2-cyano-6-methylphenoxy)ethOyl)azocan-1-ium C(CCC)[N+]1(CCCCCCC1)C(COC1=C(C=CC=C1C)C#N)=O